4-hydroxy-2-(4-isopropylbenzyl)-5-methoxyisophthalonitrile OC1=C(C(=C(C#N)C=C1OC)CC1=CC=C(C=C1)C(C)C)C#N